ClC1=CC=C2C(=NC(NC2=C1)=O)N(C1=CC(=CC(=C1)C#CC1(CC1)C(F)(F)F)F)CC(F)F 7-chloro-4-[N-(2,2-difluoroethyl)-3-fluoro-5-[2-[1-(trifluoromethyl)cyclopropyl]ethynyl]anilino]-1H-quinazolin-2-one